ClC1=NC(=NC=C1)N[C@H]1C[C@H](N(C1)C(=O)OC(C)(C)C)C(=O)OC O1-tert-butyl O2-methyl (2S,4S)-4-[(4-chloropyrimidin-2-yl)amino]pyrrolidine-1,2-dicarboxylate